(S)-1-(1H-tetrazol-1-yl)propan N1(N=NN=C1)CCC